OC(=O)C(F)(F)F.CC1(NCC2=C1N(N=C2NC2=NC=CC1=CC(=CC=C21)[N+](=O)[O-])C(=O)OCC)C Ethyl 6,6-dimethyl-3-((6-nitroisoquinolin-1-yl)amino)-5,6-dihydropyrrolo[3,4-c]pyrazole-1(4H)-carboxylate TFA salt